((4-((5-((3S,4S)-4-amino-3-methyl-2-oxa-8-azaspiro[4.5]decan-8-yl)[1,2,4]triazolo[4,3-c]pyrimidin-8-yl)thio)-3-chloropyridin-2-yl)carbamoyl)benzenesulfonamide TFA salt OC(=O)C(F)(F)F.N[C@@H]1[C@@H](OCC12CCN(CC2)C2=NC=C(C=1N2C=NN1)SC1=C(C(=NC=C1)NC(=O)C1=C(C=CC=C1)S(=O)(=O)N)Cl)C